4-(Nitromethyl)-3,4-dihydroquinazolin-2(1H)-one [N+](=O)([O-])CC1NC(NC2=CC=CC=C12)=O